ClC=1C=C(C(=O)NC2=NNC(=C2)C2=NC3=C(N2)C=CC(=C3)OC)C=CC1OCCCOC 3-chloro-N-[5-(5-methoxy-1H-benzimidazol-2-yl)-1H-pyrazol-3-yl]-4-(3-methoxypropoxy)benzamide